CNC1COCC2=CC=C(C=C12)C(F)(F)F N-methyl-6-(trifluoro-methyl)isochroman-4-amine